N[C@@H](C(=O)NC1=CC(=C(C=C1)C1=C2C(=NC=C1)NC(=C2)C)OC)C(C)(C)O (2R)-2-Amino-3-hydroxy-N-[3-methoxy-4-(2-methyl-1H-pyrrolo[2,3-b]pyridin-4-yl)phenyl]-3-methyl-butanamide